COC(=O)[C@@H]1CN(C[C@H]1C)C(=O)OC(C)(C)C |r| racemic-trans-4-methyl-pyrrolidine-1,3-dicarboxylic acid 1-tert-butyl ester 3-methyl ester